2-((2-methoxy-6-(3-(2-(3-methoxy-4-((7-oxo-2,6-diazaspiro[3.4]octan-2-yl)methyl)phenyl)-3-methylpyridin-4-yl)-2-methylphenyl)pyridin-3-yl)methyl)-2,6-diazaspiro[3.4]octan-7-one COC1=NC(=CC=C1CN1CC2(C1)CNC(C2)=O)C2=C(C(=CC=C2)C2=C(C(=NC=C2)C2=CC(=C(C=C2)CN2CC1(C2)CNC(C1)=O)OC)C)C